COC1=CC2=C(C(=CO2)C(=O)N[C@@H]2CN(CC2)CC(N2[C@@H](C[C@@H](C2)F)C#N)=O)C=C1 6-Methoxy-N-[(3S)-1-[2-oxo-2-[(2S,4S)-2-cyano-4-fluoro-pyrrolidin-1-yl]ethyl]pyrrolidin-3-yl]benzofuran-3-carboxamid